(S)-N1-(1-(6-amino-3-chloropyridazin-4-yl)-2-methoxyethyl)-2,2-difluoropropane-1,3-diamine NC1=CC(=C(N=N1)Cl)[C@@H](COC)NCC(CN)(F)F